4-ethyl-2-phenylpyridine iridium trifluoromethanesulfonate salt FC(S(=O)(=O)[O-])(F)F.[Ir+3].C(C)C1=CC(=NC=C1)C1=CC=CC=C1.FC(S(=O)(=O)[O-])(F)F.FC(S(=O)(=O)[O-])(F)F